C(CCC)C1(N(C(N2C1=CC=1C=CC=CC21)=C=O)OC)C#CCCCN2C(C1=CC=CC=C1C2=O)=O 2-(5-(1-butyl-2-methoxy-3-carbonyl-2,3-dihydro-1H-imidazo[1,5-a]indol-1-yl)pent-4-yn-1-yl)isoindoline-1,3-dione